4-bromo-6-chloro-N-[(3-methoxyphenyl)methyl]pyridazin-3-amine BrC1=C(N=NC(=C1)Cl)NCC1=CC(=CC=C1)OC